2''-methyl-[1,1':4',1'':4'',1''':4''',1''''-quinquephenyl]-4,4''''-dicarboxylic acid CC1=C(C=CC(=C1)C1=CC=C(C=C1)C1=CC=C(C=C1)C(=O)O)C1=CC=C(C=C1)C1=CC=C(C=C1)C(=O)O